tert-butyl 3-(2-amino-1,3-thiazol-4-yl)-5,6-dihydro-2H-pyridine-1-carboxylate NC=1SC=C(N1)C=1CN(CCC1)C(=O)OC(C)(C)C